COC=1C(=NC=C(C1)CC1=CC=NC2=CC(=CN=C12)OC)OCC1=NN2C(COCC2)=C1 2-[[3-methoxy-5-[(7-methoxy-1,5-naphthyridin-4-yl)methyl]-2-pyridinyl]oxymethyl]-6,7-dihydro-4H-pyrazolo[5,1-c][1,4]oxazine